3',6'-difluoro-[1,1':4',1''-terphenyl]-2',5'-dicarbonitrile FC1=C(C(=C(C(=C1C1=CC=CC=C1)C#N)F)C1=CC=CC=C1)C#N